O[C@H](C(=O)O)CC(=O)O.COC1([C@H]2CN(C[C@@H]1CCC2)C2CC1(COC1)C2)C=2C=C(C(=O)N)C=CC2 3-((1R,5S,9r)-9-methoxy-3-(2-oxaspiro[3.3]heptan-6-yl)-3-azabicyclo[3.3.1]nonan-9-yl)benzamide (S)-2-hydroxysuccinate